5-chloro-N-((1r,4r)-4-((3-(6-(3-(dimethylamino)azetidin-1-yl)pyridin-3-yl)-2-oxo-2,3-dihydro-1H-benzo[d]imidazol-1-yl)methyl)cyclohexyl)-2-methylnicotinamide ClC=1C=NC(=C(C(=O)NC2CCC(CC2)CN2C(N(C3=C2C=CC=C3)C=3C=NC(=CC3)N3CC(C3)N(C)C)=O)C1)C